N12CC3=CC=CC(CNC4=NC=CC(CC(CNCC1)C2)=N4)=C3 1,9,11,18,22-pentaazatetracyclo[14.4.1.13,7.110,14]tricosa-3,5,7(23),10,12,14(22)-hexaene